BrC1=CC(=C(C=C1C)N1CCOC2=C(C1=O)N(N=C2)C)F 7-(4-bromo-2-fluoro-5-methylphenyl)-1-methyl-6,7-dihydro-1H-pyrazolo[3,4-f][1,4]oxazepin-8(5H)-one